C1NC[C@H]2[C@@H]1CC(C2)NC2=C1C(=NC=C2C=2SC(=CN2)C(=O)NCC(=O)O)NC=C1 (2-(4-(((3aR,5s,6aS)-octahydrocyclopenta[c]pyrrol-5-yl)amino)-1H-pyrrolo[2,3-b]pyridin-5-yl)thiazole-5-carbonyl)glycine